C(C)(C)(C)OC(CCC=O)=O 4-oxo-butanoic acid tert-butyl ester